N-(4-aminobutyl)-2-aminoethyltri-n-propoxysilane NCCCCNCC[Si](OCCC)(OCCC)OCCC